(diethylamino)-ethyl-2-acetoxybenzoate hydrochloride Cl.C(C)N(CC)C1=C(C(=C(C(=O)O)C=C1)OC(C)=O)CC